(3R,5R)-1-(2-[1-(cyclopropylmethyl)-6-(1-methanesulfonylpiperidin-4-yl)-1H-pyrrolo[2,3-b]pyridin-2-yl]-7-methoxy-1-methyl-1H-1,3-benzodiazole-5-carbonyl)-5-fluoropiperidin-3-amine C1(CC1)CN1C(=CC=2C1=NC(=CC2)C2CCN(CC2)S(=O)(=O)C)C2=NC1=C(N2C)C(=CC(=C1)C(=O)N1C[C@@H](C[C@H](C1)F)N)OC